N-[(4R)-4-methyl-2-(1-methyl-2-oxo-4-piperidyl)-3,4-dihydro-1H-isoquinolin-7-yl]-5-(2,2,2-trifluoroethyl)pyridine-3-carboxamide C[C@H]1CN(CC2=CC(=CC=C12)NC(=O)C=1C=NC=C(C1)CC(F)(F)F)C1CC(N(CC1)C)=O